N-(2-(4-(6-azaspiro[2.5]octan-6-yl)piperidine-1-yl)-5-((6-((R)-3-(2,5-difluorophenyl)isoxazolidine-2-yl)pyrimidine-4-yl)amino)-4-methoxyphenyl)acrylamide C1CC12CCN(CC2)C2CCN(CC2)C2=C(C=C(C(=C2)OC)NC2=NC=NC(=C2)N2OCC[C@@H]2C2=C(C=CC(=C2)F)F)NC(C=C)=O